FC1=C(C=CC=C1)N1C(N(CC1)C1CN(CCC1)C=1N=NC(=CN1)C(=O)N)=O 3-(3-(3-(2-fluorophenyl)-2-oxoimidazolin-1-yl)piperidin-1-yl)-1,2,4-triazine-6-carboxamide